1-vinyl-3-ethyl-imidazole chlorine salt [Cl].C(=C)N1CN(C=C1)CC